Cl.NC1=CC(=C(C(OCC)=N)C=C1N)F ethyl 4,5-diamino-2-fluorobenzimidate hydrochloride